N1C=C(C2=CC=CC=C12)S(=O)(=O)O.N1=CC=CC=C1 pyridine 1H-indole-3-sulfonate